4-(5-(phenoxymethyl)-1H-pyrazol-1-yl)piperidine O(C1=CC=CC=C1)CC1=CC=NN1C1CCNCC1